C1(CC1)C(C1=NC=CC(=C1)OC)(F)F 2-[cyclopropyl-(difluoro)methyl]-4-methoxy-pyridine